4-(5-(4-aminopiperidin-1-yl)-8-(3-hydroxy-4-methylphenyl)imidazolo[1,2-c]pyrimidin-7-yl)-2-fluorobenzonitrile hydrochloride Cl.NC1CCN(CC1)C1=NC(=C(C=2N1C=CN2)C2=CC(=C(C=C2)C)O)C2=CC(=C(C#N)C=C2)F